2-cyclobutyl-5-(3-fluoroimidazo[1,2-a]pyridin-6-yl)-7H-pyrrolo[2,3-d]pyrimidine C1(CCC1)C=1N=CC2=C(N1)NC=C2C=2C=CC=1N(C2)C(=CN1)F